C(CC(=O)[O-])(=O)OC[C@H]1O[C@@H]([C@H]([C@H]([C@@H]1O[Si](C)(C)C)O[Si](C)(C)C)O[Si](C)(C)C)OC1=CC=C(C=C1)[N+](=O)[O-] (((2R,3R,4S,5S,6R)-6-(4-nitrophenoxy)-3,4,5-tris((trimethylsilyl) oxy) tetrahydro-2H-pyran-2-yl) methyl) malonate